isotridecyl phosphite P(OCCCCCCCCCCC(C)C)([O-])[O-]